(E)-3-(2-phenyl-1H-indol-3-yl)acrylic acid C1(=CC=CC=C1)C=1NC2=CC=CC=C2C1/C=C/C(=O)O